CC1=NC(=CC=C1O[C@@H]1C[C@H](CCC1)C(=O)O)C=1N=NN(C1COC1=NC=CC(=N1)C(F)(F)F)C (1S,3S)-3-((2-Methyl-6-(1-methyl-5-(((4-(trifluoromethyl)pyrimidin-2-yl)oxy)methyl)-1H-1,2,3-triazol-4-yl)pyridin-3-yl)oxy)cyclohexane-1-carboxylic acid